N,N'-bis(cyclohexylmethyl)-1,4-benzenedicarboxamide C1(CCCCC1)CNC(=O)C1=CC=C(C=C1)C(=O)NCC1CCCCC1